perfluoropropyl-perfluoroacetaldehyde FC(C(C(F)(F)F)(F)F)(C(C(F)(F)F)=O)F